3-(((7-(1H-pyrazol-4-yl)-2,3-dihydrofuro[3,2-c]pyridin-4-yl)amino)methyl)-N-(3-fluoropropyl)benzamide N1N=CC(=C1)C=1C2=C(C(=NC1)NCC=1C=C(C(=O)NCCCF)C=CC1)CCO2